C(C)(C)(C)OC(N(CC)CC=1N(C2=C(C=NC=3C=C(C=CC23)Br)N1)CC)=O ([7-bromo-1-ethyl-1H-imidazo[4,5-c]quinolin-2-yl]methyl)-N-ethylcarbamic acid tert-butyl ester